4-(4-(2,3-difluoro-4-(1H-pyrazol-4-yl)phenyl)piperidine-1-carbonyl)cyclohexane-1-one FC1=C(C=CC(=C1F)C=1C=NNC1)C1CCN(CC1)C(=O)C1CCC(CC1)=O